ClC=1C=C(OC1)C(=O)O 4-CHLOROFURAN-2-CARBOXYLIC ACID